2,6-dibromo-4-hydroxybenzoic acid BrC1=C(C(=O)O)C(=CC(=C1)O)Br